C(C1=CC=CC=C1)OC=1C=C(C=O)C=C(C1OC)OC 3-(benzyloxy)-4,5-dimethoxybenzaldehyde